1H-1,3-benzodiazol-3-ium iodide [I-].N1C=[NH+]C2=C1C=CC=C2